didodecyl-dimethyl-cerium tetrachloride [Cl-].[Cl-].[Cl-].[Cl-].C(CCCCCCCCCCC)[Ce](C)(C)CCCCCCCCCCCC